NCCC=1C=NC(=NC1)C1=C(C=C(C#N)C=C1)CN1C(=NC(=C1)C(CC)OC)C 4-[5-(2-aminoethyl)pyrimidin-2-yl]-3-[[4-(1-methoxypropyl)-2-methylimidazol-1-yl]methyl]benzonitrile